C(C1=CC=CC=C1)OC1=C(C(OC12CCC(CC2)OCCN2CCNCC2)=O)C2=C(C=C(C=C2C)C)C (5r,8r)-4-(benzyloxy)-3-mesityl-8-(2-(piperazin-1-yl)ethoxy)-1-oxaspiro[4.5]dec-3-en-2-one